(S)-1-(4-((2S,4r,6S)-2-cyano-7-((5-methoxy-7-methyl-1H-indol-4-yl)methyl)-7-azaspiro[3.5]nonan-6-yl)benzoyl)pyrrolidine-3-carboxylic acid C(#N)C1CC2(C1)C[C@H](N(CC2)CC2=C1C=CNC1=C(C=C2OC)C)C2=CC=C(C(=O)N1C[C@H](CC1)C(=O)O)C=C2